[4-(trifluoromethoxy)phenyl]methanamine FC(OC1=CC=C(C=C1)CN)(F)F